C1(CC1)N1C[C@H](CC1)CN1N=CC2=C(C=C(C=C12)C(=O)N)C1=NN=C(N1)C1=CC(=NN1CC)C 1-{[(3S)-1-cyclopropylpyrrolidin-3-yl]methyl}-4-[5-(1-ethyl-3-methyl-1H-pyrazol-5-yl)-4H-1,2,4-triazol-3-yl]-1H-indazole-6-carboxamide